{2-[3-(3-methyl-5-nitropyridin-2-yl)-1,2,4-oxadiazol-5-yl] ethoxy} ethylbenzoate C(C)C1=C(C(=O)OOCCC2=NC(=NO2)C2=NC=C(C=C2C)[N+](=O)[O-])C=CC=C1